2-(4,5-dichloro-6-oxopyridazin-1(6H)-yl)-N-(2-oxo-1,2-dihydroquinolin-6-yl)acetamide ClC=1C=NN(C(C1Cl)=O)CC(=O)NC=1C=C2C=CC(NC2=CC1)=O